(5S,7S)-7-((5H-pyrrolo[3,2-d]pyrimidin-5-yl)methyl)-3-(5-(2-hydroxypropan-2-yl)pyrazin-2-yl)-7-methyl-1-oxo-3-azaspiro[4.5]decan-2-one N1=CN=CC2=C1C=CN2C[C@@]2(C[C@]1(CN(C(C1=O)=O)C1=NC=C(N=C1)C(C)(C)O)CCC2)C